1-((2-bromo-6-iodo-3-(methoxymethoxy)pyridin-4-yl)oxy)propane-2-ol BrC1=NC(=CC(=C1OCOC)OCC(C)O)I